ethyl 2-bromo-4-oxo-6,7-dihydro-5H-pyrazolo[1,5-a]pyridine-5-carboxylate BrC1=NN2C(C(C(CC2)C(=O)OCC)=O)=C1